FC(COC(=O)C=1C(NC(N(C1)C1CN(CC(O1)CO)C(C1=CC=CC=C1)(C1=CC=CC=C1)C1=CC=CC=C1)=O)=O)(F)F 2,2,2-tris(fluoranyl)ethyl-2,4-bis(oxidanylidene)-1-[6-(oxidanylmethyl)-4-[tri(phenyl)methyl]morpholin-2-yl]pyrimidine-5-carboxylate